3-((R)-4-Amino-6-((S)-3-fluoropyrrolidin-1-yl)pyrido[3,4-d]pyrimidin-8-yl)-2,4-dimethylphenol NC=1C2=C(N=CN1)C(=NC(=C2)N2C[C@H](CC2)F)C=2C(=C(C=CC2C)O)C